CN(C)CC1NCCNC1 N,N-dimethyl-2-piperazinylmethylamine